C1(=C(C=CC=C1)C1=C(C2=C(SC3=C2C=CC=C3)C=C1)C1=CC=CC=3C2=CC=CC=C2C2=CC=CC=C2C13)C1=CC=CC=C1 (biphenylyl)(triphenyleneyl)dibenzothiophene